N3-([1,1'-biphenyl]-4-yl)-N5-(9,9-diphenyl-9H-fluoren-2-yl)-N3,N5-diphenyl-[1,1'-biphenyl]-3,5-diamine C1(=CC=C(C=C1)N(C=1C=C(C=C(C1)N(C1=CC=CC=C1)C1=CC=2C(C3=CC=CC=C3C2C=C1)(C1=CC=CC=C1)C1=CC=CC=C1)C1=CC=CC=C1)C1=CC=CC=C1)C1=CC=CC=C1